BrC1=NC=CC(=C1)C1(CC(C1)C)C(=O)O 1-(2-bromopyridin-4-yl)-3-methylcyclobutane-1-carboxylic acid